O[C@H]1[C@H](CCC=2C=CC(=CC12)C(=O)N)[C@@H]1N2C(C3=CC=CC=C13)=CN=C2 (7R,8S)-8-hydroxy-7-((S)-5H-imidazo[5,1-a]isoindol-5-yl)-5,6,7,8-tetrahydronaphthalene-2-carboxamide